benzo[b][1,4]oxazepine O1C2=C(N=CC=C1)C=CC=C2